3-(4'-methyl-[2,2']Bipyridyl-4-yl)-propionic acid ethyl ester C(C)OC(CCC1=CC(=NC=C1)C1=NC=CC(=C1)C)=O